1-(4-Pyrazol-1-ylmethyl-benzyl)-1H-[1,2,3]triazole-4-carboxylic acid (1-amino-6,7-dihydro-5H-[2]pyrindin-7-yl)-amide NC1=NC=CC=2CCC(C12)NC(=O)C=1N=NN(C1)CC1=CC=C(C=C1)CN1N=CC=C1